O1CCN(CC1)C=1C=C2N=CC(NC2=CC1)=O 6-morpholino-quinoxalin-2-one